C(C)(C)(C)OC(=O)NCCCCCN1CCN(CC1)CC(=O)OC methyl 2-[4-[5-(tert-butoxycarbonylamino)pentyl]piperazin-1-yl]acetate